ClC1=NC=CC(=C1OC)C1=NN(C=N1)C([2H])([2H])[2H] 2-chloro-3-methoxy-4-[1-(trideuteriomethyl)-1,2,4-triazol-3-yl]pyridine